3-triethoxysilyl-1-propylmethyl-thiosulfate C(C)O[Si](CCCCOS(=S)(=O)[O-])(OCC)OCC